6-(3,3,3-trifluoropropyl)pyridin-2-amine FC(CCC1=CC=CC(=N1)N)(F)F